6,8-difluoro-2H-chromene FC=1C=C2C=CCOC2=C(C1)F